ClC(CCl)[SiH](C)C 1,2-bis-chlorodimethylsilylethane